4-hydroxy-3-nitro-5-(trifluoromethyl)benzaldehyde OC1=C(C=C(C=O)C=C1C(F)(F)F)[N+](=O)[O-]